((3-chloro-2-methylphenyl)amino)-N-(4-(3,5-dimethylpiperazin-1-yl)phenyl)benzamide ClC=1C(=C(C=CC1)NC1=C(C(=O)NC2=CC=C(C=C2)N2CC(NC(C2)C)C)C=CC=C1)C